C1CC(CC2=CC=CC=C12)=O 1,4-dihydro-naphthalene-3-one